2-methyl-N-(6-(1-methyl-1H-1,2,3-triazol-4-yl)isoquinolin-3-yl)-2-azaspiro[3.3]heptane-6-carboxamide CN1CC2(C1)CC(C2)C(=O)NC=2N=CC1=CC=C(C=C1C2)C=2N=NN(C2)C